C1(CCCC1)C[C@@H](C(=O)O)N(C(=O)OC)C1C2=CC=CC=C2C=2C=CC=CC12 (2S)-3-cyclopentyl-2-(9H-fluoren-9-yl-methoxycarbonyl-amino)propanoic acid